C(C1=CC=CC=C1)OC(=O)N[C@@H](C(=O)OCC1=CC=CC=C1)CNCC1=CC(=CC(=C1)F)C=1C(=NOC1C)CC (R)-benzyl 2-(((benzyloxy)carbonyl)amino)-3-((3-(3-ethyl-5-methylisoxazol-4-yl)-5-fluorobenzyl)amino)propanoate